BrCC(=O)NC1=C(C=C(C=C1)C(F)(F)F)Cl 2-bromo-N-[2-chloro-4-(trifluoromethyl)phenyl]acetamide